BrCC(=O)N[C@@H](C)C1=CC(=C(C=C1)C)F (S)-2-bromo-N-(1-(3-fluoro-4-methylphenyl)ethyl)acetamide